C[C@H](CCCC(C)C=O)[C@H]1CC[C@@H]2[C@@]1(CC[C@H]3[C@H]2CC=C4[C@@]3(CC[C@@H](C4)O)C)C ketocholesterol